FC(C1=CC=C(C=C1)C=1C(=NSC1)N)(F)F (4-(trifluoromethyl)phenyl)isothiazol-amine